(R)-4-(3-(3-Aminopiperidin-1-carbonyl)-1-(pyridin-2-yl)-1H-pyrazol-5-yl)benzonitril N[C@H]1CN(CCC1)C(=O)C1=NN(C(=C1)C1=CC=C(C#N)C=C1)C1=NC=CC=C1